N1C=CC2=CC=C(C=C12)NC(NC(CC(=O)N(C)OC)C1=CC2=C(SCCN2CC2=CC=CC=C2)C=C1)=O 3-(3-(1H-indol-6-yl)ureido)-3-(4-benzyl-3,4-dihydro-2H-benzo[b][1,4]thiazin-6-yl)-N-methoxy-N-methylpropanamide